ethyl 4,6-dichloro-2-methylnicotinate ClC1=CC(=NC(=C1C(=O)OCC)C)Cl